FC1=C(C=CC(=C1)OC=1SC=C(N1)C(=O)NN)NC(OC(C)(C)C)=O tert-butyl (2-fluoro-4-((4-(hydrazinecarbonyl)thiazol-2-yl)oxy)phenyl)carbamate